7-fluoro-5-phenyl-N-[(3S)-5-methyl-4-oxo-2,3-dihydro-1,5-benzoxazepin-3-yl]-6,7-dihydro-5H-pyrrolo[1,2-b][1,2,4]triazole-2-carboxamide FC1CC(N2N=C(N=C21)C(=O)N[C@H]2COC1=C(N(C2=O)C)C=CC=C1)C1=CC=CC=C1